NC(CC(=O)O)C(NC(COC(C(CC)C)=O)C)=O 3-amino-3-({1-[(2-methylbutanoyl)oxy]prop-2-yl}carbamoyl)propionic acid